3-chloro-1-(3-chloropyridin-2-yl)-N-[(1s,4s)-4-{[6-chloro-2-(trifluoromethyl)quinolin-4-yl]amino}cyclohexyl]-1H-pyrazole-5-carboxamide ClC1=NN(C(=C1)C(=O)NC1CCC(CC1)NC1=CC(=NC2=CC=C(C=C12)Cl)C(F)(F)F)C1=NC=CC=C1Cl